C1(=CC=C(C=C1)[AlH]C1=CC=C(C=C1)C)C di-p-tolylaluminum hydride